FC1=C2C=NN(C2=CC(=C1)CC1CC2(CN(C2)C(=O)C2CC(C2)(C)O)C1)C (6-((4-Fluoro-1-methyl-1H-indazol-6-yl)methyl)-2-azaspiro[3.3]heptan-2-yl)((1s,3s)-3-hydroxy-3-methylcyclobutyl)methanon